FC1(C2=CC(=CC=C2C=2C=CC(=CC12)C=1C(=NN(N1)COCC[Si](C)(C)C)C(=O)OCC)B1OC(C(O1)(C)C)(C)C)F ethyl 5-(9,9-difluoro-7-(4,4,5,5-tetramethyl-1,3,2-dioxaborolan-2-yl)-9H-fluoren-2-yl)-2-((2-(trimethylsilyl) ethoxy) methyl)-2H-1,2,3-triazole-4-carboxylate